FC1=C2C(=NC=NC2=CC=C1CC(F)(F)F)N1CC2(C1)CCN(CC2)CC=2C(=C1C=C(N(C1=CC2)CC2CNC(CO2)=O)C#N)C 5-({2-[5-Fluoro-6-(2,2,2-trifluoroethyl)quinazolin-4-yl]-2,7-diazaspiro[3.5]non-7-yl}methyl)-4-methyl-1-[(5-oxomorpholin-2-yl)methyl]-1H-indole-2-carbonitrile